ClC=1C(=C(C#N)C=C(C1)OC1=CC=C(C=C1)O)OC1CC1 3-chloro-2-cyclopropoxy-5-(4-hydroxyphenoxy)benzonitrile